tert-butyl 7-fluoro-2-azaspiro[3.5]non-6-ene-2-carboxylate FC1=CCC2(CN(C2)C(=O)OC(C)(C)C)CC1